CN1N=C(C(=C1)C1=C2CCN(C(C2=CC(=C1)CN1C(=NC=C1)NC)=O)CC1=CC(=C(C=C1)F)OC)C 5-(1,3-dimethyl-1H-pyrazol-4-yl)-2-(4-fluoro-3-methoxybenzyl)-7-((2-(methylamino)-1H-imidazol-1-yl)methyl)-3,4-dihydroisoquinolin-1(2H)-one